FC=1C=C(C=CC1F)NC(=S)N1CC2(C1)CCNCC2 N-(3,4-difluorophenyl)-2,7-diazaspiro[3.5]nonan-2-carbothioamide